kalium-sodium water O.[Na].[K]